OC(CN1CCC(CC1)NC1=C2C=C(N(C2=CC=C1)CC(F)(F)F)C#CCNC1=C(OCC#N)C=C(C=C1)S(=O)(=O)C)COC 2-(2-{[3-(4-{[1-(2-hydroxy-3-methoxypropyl)piperidin-4-yl]amino}-1-(2,2,2-trifluoroethyl)-1H-indol-2-yl)prop-2-yn-1-yl]amino}-5-methanesulfonylphenoxy)acetonitrile